C1(CC1)[C@]1(C(NC(N1)=O)=O)CCC(N1CCC2=C(CC1)C=C(C=C2)C(F)(F)F)=O (S)-5-cyclopropyl-5-(3-oxo-3-(7-(trifluoromethyl)-1,2,4,5-tetrahydro-3H-benzo[d]azepin-3-yl)propyl)imidazolidine-2,4-dione